5-(2-ethoxy-3-pyridinyl)-N-[(5-fluoropyrimidin-2-yl)methyl]-1-isopropyl-3-methyl-pyrazolo[4,3-b]pyridin-7-amine C(C)OC1=NC=CC=C1C1=CC(=C2C(=N1)C(=NN2C(C)C)C)NCC2=NC=C(C=N2)F